C1(C=CC(N1CCCC(=O)OC1C(=O)NC(C1)=O)=O)=O (γ-maleimidobutyryloxy)succinimide